C(C)(C)(C)NC(C(=O)N1CCN(CC1)C(=O)C=1NC2=CC(=CC(=C2C1)F)F)=O N-(tert-butyl)-2-(4-(4,6-difluoro-1H-indole-2-carbonyl)piperazin-1-yl)-2-oxoacetamide